5-Methyl-1-(o-tolyl)-N-(6-(trifluoromethoxy)benzo[d]thiazol-2-yl)-1H-1,2,3-triazole-4-carboxamide CC1=C(N=NN1C1=C(C=CC=C1)C)C(=O)NC=1SC2=C(N1)C=CC(=C2)OC(F)(F)F